NC1=C(CCCC1)N 1,2-diaminocyclohexaneN